FC1=C(C=CC=C1OCF)C#CC1=NNC2=C1C=1N(C(=N2)N2CCC3([C@@H]([C@@H](OC3)C)N)CC2)C=CN1 (3S,4S)-8-(9-((2-fluoro-3-(fluoromethoxy)phenyl)ethynyl)-7H-imidazo[1,2-c]pyrazolo[4,3-e]pyrimidin-5-yl)-3-methyl-2-oxa-8-azaspiro[4.5]decan-4-amine